4-[5-[(3-aminooxetan-3-yl)methyl]pyridin-2-yl]-3-[6-(4-fluoropiperidin-1-yl)-2-methylpyrimidin-4-yl]oxybenzonitrile NC1(COC1)CC=1C=CC(=NC1)C1=C(C=C(C#N)C=C1)OC1=NC(=NC(=C1)N1CCC(CC1)F)C